N-[(6-Amino-2-pyridyl)sulfonyl]-6-(6,6-dimethyl-2,3-dihydropyran-4-yl)-2-[(4S)-2,2,4-trimethylpyrrolidin-1-yl]pyridin-3-carboxamid NC1=CC=CC(=N1)S(=O)(=O)NC(=O)C=1C(=NC(=CC1)C=1CCOC(C1)(C)C)N1C(C[C@@H](C1)C)(C)C